(2R)-N-((2S)-1-((2-amino-6,7-dihydro-5H-cyclopenta[b]pyridin-5-yl)amino)-1-oxopropan-2-yl)-4-(4-fluorophenoxy)piperidine-2-carboxamide NC1=CC=C2C(=N1)CCC2NC([C@H](C)NC(=O)[C@@H]2NCCC(C2)OC2=CC=C(C=C2)F)=O